(R)-{[2-(6-fluoro-7-methoxyquinolin-4-yl)-2-azaspiro[3.3]heptan-6-yl]methyl}(imino)methyl-λ6-sulfanone FC=1C=C2C(=CC=NC2=CC1OC)N1CC2(C1)CC(C2)C[SH2](=O)C=N